N-(1-(azetidin-1-ylmethyl)cyclopropyl)-2-(7-chlorobenzo[d]isoxazol-3-yl)-2-methylpropanamide N1(CCC1)CC1(CC1)NC(C(C)(C)C1=NOC2=C1C=CC=C2Cl)=O